C(C)(C)(C)C1=CC=2NC3=CC=C(C=C3OC2C=C1)S(=O)(=O)N1CCN(CC1)C 2-tert-Butyl-7-(4-methylpiperazin-1-ylsulfonyl)-phenoxazine